Racemic-(3,3-difluoroazetidin-1-yl)-(7,7-difluoro-5-phenyl-5,6-dihydropyrrolo[1,2-b][1,2,4]triazol-2-yl)methanone FC1(CN(C1)C(=O)C=1N=C2N(N1)[C@H](CC2(F)F)C2=CC=CC=C2)F |r|